[Cl-].N=1N=NN=NNN(N=CC=CC=CC=CC=CC=CC=CC=CC=CC(=CC=CC=CC1)[NH3+])[NH3+].[Cl-] octaazacyclodotriacontine-7,26-diaminium chloride